ClC=1C(=NC(=NC1)NC1CCN(CC1)S(=O)(=O)C1CC1)C=1C=NN(C1)C1=C(C=C(C=C1)CNC([2H])([2H])[2H])Cl 5-Chloro-4-(1-(2-chloro-4-(((methyl-d3)amino)methyl)phenyl)-1H-pyrazol-4-yl)-N-(1-(cyclopropylsulfonyl)piperidin-4-yl)pyrimidin-2-amine